COC(C1=CC(=C(C=C1)CN[C@H](CO)C1=CC=CC=C1)Br)=O (S)-3-bromo-4-(((2-hydroxy-1-phenylethyl)amino)methyl)benzoic acid methyl ester